C1(=CC=CC=C1)C\1=NOC(/C1=C/C=1SC(=CC1)N1CCSCC1)=O (E)-3-phenyl-4-((5-thiomorpholinothiophen-2-yl)methylene)isoxazol-5(4H)-one